C1(CCCC1)C1=NC=NC=C1B(O)O 4-CYCLOPENTYLPYRIMIDINE-5-BORONIC ACID